1-(1-butoxyethyl)benzotriazole C(CCC)OC(C)N1N=NC2=C1C=CC=C2